CN(C(C(=O)C1=CC=C(C=C1)N1CCOCC1)(CC)CC1=CC=C(C=C1)C)C 2-(dimethylamino)2-(4-methylbenzyl)1-(4-morpholinophenyl)butane-1-one